FC1=C(C(=CC=2SC(=CC21)C(CC(C(=O)O)(C)C)=O)OC)OC 4-(4-Fluoro-5,6-dimethoxybenzo[b]thiophen-2-yl)-2,2-dimethyl-4-oxobutanoic acid